C(=O)[C@@H]1CN(C[C@H]1C1=CC=NC=C1)C(=O)OC(C)(C)C |o1:2,6| rel-tert-butyl (3S,4R)-3-formyl-4-(pyridin-4-yl)pyrrolidine-1-carboxylate